[4-(5-tert-butyl-1,2,4-oxadiazol-3-yl)phenyl]-[3-(5-chlorooxazolo[4,5-b]pyridin-2-yl)-3,8-diazabicyclo[3.2.1]octan-8-yl]methanone C(C)(C)(C)C1=NC(=NO1)C1=CC=C(C=C1)C(=O)N1C2CN(CC1CC2)C=2OC=1C(=NC(=CC1)Cl)N2